N-[(3-aminophenyl)methyl]-6-(3,4-dimethoxyphenyl)pyrazin-2-amine NC=1C=C(C=CC1)CNC1=NC(=CN=C1)C1=CC(=C(C=C1)OC)OC